ClC1=C2CCN([C@@H](C2=C(C=C1)OCC=1C(N(C=CC1)C)=O)CN1CC2(CC2)CC1=O)C(=O)[C@H]1[C@H](CCCC1)C (1S,2R)-2-((S)-5-Chloro-8-((1-methyl-2-oxo-1,2-dihydropyridin-3-yl)methoxy)-1-((6-oxo-5-azaspiro[2.4]heptan-5-yl)methyl)-1,2,3,4-tetrahydroisochinolin-2-carbonyl)-1-methylcyclohexan